C(CCCCCCCCCCC)(=O)OCCCC Dodecanoic acid, butyl ester